C(C)(C)(C)OC(=O)N1CCN(CC1)C=1C(=NC=C(C1)C=1C(=C(C=C(C1)F)C1=CC(=C(C=C1)N1C(N(CC1)C)=O)Cl)OC)OCCOC 4-(5-(3'-chloro-5-fluoro-2-methoxy-4'-(3-methyl-2-oxoimidazolidin-1-yl)-[1,1'-biphenyl]-3-yl)-2-(2-methoxyethoxy)pyridin-3-yl)piperazine-1-carboxylic acid tert-butyl ester